ClC=1C=CC2=C(C[C@@H](CC=3N2C(=NN3)[C@@H]3CC[C@H](CC3)OC3=NC=CC=C3)NCC3CC3)C1 (5S)-8-Chloro-N-(cyclopropylmethyl)-1-[trans-4-(pyridin-2-yloxy)cyclohexyl]-5,6-dihydro-4H-[1,2,4]triazolo[4,3-a][1]benzazepin-5-amin